2-(3-hydroxypyrrolidin-1-yl)ethan-1-one neodymium mono2-ethylhexyl-phosphate C(C)C(COP(=O)([O-])[O-])CCCC.[Nd+3].OC1CN(CC1)CC=O.C(C)C(COP(=O)([O-])[O-])CCCC.C(C)C(COP(=O)([O-])[O-])CCCC.[Nd+3]